COCCS(=O)(=O)Cl 2-methoxyethylsulfonyl chloride